C(C\C=C\C)C1CCC(CC1)O 4-pent-(3E)-enylcyclohexanol